O1C2=C(OCC1)C=C(C=C2)CN[C@H](C(=O)O)CCCCCCCC2=NC=1NCCCC1C=C2 (S)-2-(((2,3-dihydrobenzo[b][1,4]dioxin-6-yl)methyl)amino)-9-(5,6,7,8-tetrahydro-1,8-naphthyridin-2-yl)nonanoic acid